C(CCC)C1=CC(=C(C(=C1C(=O)O)O)C\C=C(\CCC=C(C)C)/C)OC1O[C@@H]([C@H]([C@@H]([C@H]1CO)O)O)O 6-butyl-3-[(2E)-3,7-dimethylocta-2,6-dien-1-yl]-2-hydroxy-4-{[(3R,4R,5S,6S)-4,5,6-trihydroxy-3-(hydroxymethyl)oxan-2-yl]oxy}benzoic acid